2-fluoro-4-(6-(1-methyl-1H-indazol-5-yl)-3-(1-methylpiperidine-4-carbonyl)-3H-imidazo[4,5-c]pyridin-7-yl)benzonitrile FC1=C(C#N)C=CC(=C1)C=1C2=C(C=NC1C=1C=C3C=NN(C3=CC1)C)N(C=N2)C(=O)C2CCN(CC2)C